ClC1=C(C=CC=C1)C(=O)O chlorobenzenecarboxylic acid